C1(=CC=CC=C1)C(CN1C(C2=CC=CC=C2C1=O)=O)=O 2-(1-phenylethanone-2-yl)isoindoline-1,3-dione